[4-(bromomethyl)cyclohexyl]-[(3S)-3-(3,5-difluorophenyl)isoxazolidin-2-yl]methanone BrCC1CCC(CC1)C(=O)N1OCC[C@H]1C1=CC(=CC(=C1)F)F